3,5,7-trioxoundecanoyl-CoA O=C(CC(=O)SCCNC(CCNC([C@@H](C(COP(OP(OC[C@@H]1[C@H]([C@H]([C@@H](O1)N1C=NC=2C(N)=NC=NC12)O)OP(=O)(O)O)(=O)O)(=O)O)(C)C)O)=O)=O)CC(CC(CCCC)=O)=O